BrC1=CC=C2C(=NN=CC2=C1)C(F)(F)F 7-bromo-4-(trifluoromethyl)phthalazin